(6-(3-Cyclopropylbenzyl)-2-azaspiro[3.3]heptan-2-yl)((1s,3s)-3-hydroxy-3-methylcyclobutyl)methanon C1(CC1)C=1C=C(CC2CC3(CN(C3)C(=O)C3CC(C3)(C)O)C2)C=CC1